Oxygen ammonium salt [NH4+].[O+2]